C(C)(C)(C)OC(=O)N1CC2(CC2)CC1CC=1C(=C(C=CC1)C1=CC=CC=C1)F 6-((2-fluoro-[1,1'-biphenyl]-3-yl)methyl)-5-azaspiro[2.4]heptane-5-carboxylic acid tert-butyl ester